[Mn](=O)(=O)([O-])[O-].[Mg+2].[Al+3] aluminum magnesium manganate